3-amino-5-[4-(trifluoromethoxy)benzene-1-sulfonyl]pyridine-2-thiocarboxamide NC=1C(=NC=C(C1)S(=O)(=O)C1=CC=C(C=C1)OC(F)(F)F)C(N)=S